N-(5-(4-(2-fluoro-5-((4-oxo-3,4-dihydro-phthalazin-1-yl)methyl)benzoyl)piperazin-1-yl)pentyl)nicotinamide FC1=C(C(=O)N2CCN(CC2)CCCCCNC(C2=CN=CC=C2)=O)C=C(C=C1)CC1=NNC(C2=CC=CC=C12)=O